OC1CCCC2CCN(C12)C(=O)[O-] 7-hydroxyoctahydro-1H-indole-1-carboxylate